Cl.Cl.C(CNC(CO)CC)NC(CO)CC (+)-2,2'-(1,2-ethylenediimino)-bis-1-butanol dihydrochloride